5-(5-Chloro-2-((2,4-difluoro-5-((methylsulfonyl)methyl)phenyl)amino)pyrimidin-4-yl)-3,3-Dimethylisoindolin-1-one ClC=1C(=NC(=NC1)NC1=C(C=C(C(=C1)CS(=O)(=O)C)F)F)C=1C=C2C(NC(C2=CC1)=O)(C)C